1-(4-methoxy-2-pyridyl)-8-chloro-6-fluoro-1,4-dihydro-7-(cyclohexyl-(methyl)amino)-4-oxo-3-quinolinecarboxylic acid COC1=CC(=NC=C1)N1C=C(C(C2=CC(=C(C(=C12)Cl)N(C)C1CCCCC1)F)=O)C(=O)O